1-(3-((3-chloro-2-morpholinopyridin-4-yl)thio)-1H-pyrazolo[4,3-b]pyridin-6-yl)-4-methylpiperidin-4-amine ClC=1C(=NC=CC1SC1=NNC=2C1=NC=C(C2)N2CCC(CC2)(N)C)N2CCOCC2